C1=CC=C(C2=NC3=CC=CC=C3C=C12)O[C@@H]1CN(CC1)CC(=O)N1[C@@H](CCC1)C#N (S)-1-(2-((S)-3-(Acridin-4-yloxy)pyrrolidin-1-yl)acetyl)pyrrolidin-2-carbonitril